CC1=NOC(=C1C1=CC2=C(N(C(=N2)C2CCC(N2C2=CC=C(C=C2)OCCC)=O)[C@H]2CN(CC2)S(=O)(=O)C)C=C1)C 5-(5-(3,5-Dimethylisoxazol-4-yl)-1-((R)-1-(methylsulfonyl)pyrrolidin-3-yl)-1H-benzo[d]imidazol-2-yl)-1-(4-propoxyphenyl)pyrrolidin-2-one